COC1=CC2=C(N(C=N2)C)C=C1 5-methoxy-1-methyl-1H-benzo[d]imidazole